1-hexadecanoyl-2-(9Z,12Z-octadecadienoyl)-glycero-3-phosphoserine CCCCCCCCCCCCCCCC(=O)OC[C@H](COP(=O)(O)OC[C@@H](C(=O)O)N)OC(=O)CCCCCCC/C=C\C/C=C\CCCCC